3-[5-chloro-1,3-dimethylpyrrolo[2,3-c]pyridin-2-yl]-5-fluoro-2-methoxypyridine ClC=1C=C2C(=CN1)N(C(=C2C)C=2C(=NC=C(C2)F)OC)C